(methylamino)phenazine-3-sulfonic acid CNC1=CC(=CC2=NC3=CC=CC=C3N=C12)S(=O)(=O)O